N-(3-benzoyl-4,5,6,7-tetrahydrobenzo[b]thiophen-2-yl)-5-methyl-2-(methylsulfonyl)pyrimidine C(C1=CC=CC=C1)(=O)C=1C2=C(SC1N1C(N=CC(=C1)C)S(=O)(=O)C)CCCC2